3-Cyclopentyl-1-{5-ethynyl-2-[(2-methyl-3,4-dihydro-1H-isoquinolin-5-yl)amino]pyrido[2,3-d]pyrimidin-7-yl}urea C1(CCCC1)NC(NC=1C=C(C2=C(N=C(N=C2)NC2=C3CCN(CC3=CC=C2)C)N1)C#C)=O